(S)-2-(5-(ethoxycarbonyl)-4-(4-((4-methoxypyridin-2-yl)carbamoyl)phenyl)-1H-imidazol-2-yl)piperidine-1-carboxylic acid tert-butyl ester C(C)(C)(C)OC(=O)N1[C@@H](CCCC1)C=1NC(=C(N1)C1=CC=C(C=C1)C(NC1=NC=CC(=C1)OC)=O)C(=O)OCC